NC1=NC(=C(C(=C1C(=O)OC)C)C#N)C1=CC=C(C=C1)C(C)(C)C methyl 2-amino-6-(4-tert-butylphenyl)-5-cyano-4-methyl-pyridine-3-carboxylate